2-Methacryloyloxyethyl (2-(trimethylammonio) ethyl) phosphate P(=O)(OCCOC(C(=C)C)=O)(OCC[N+](C)(C)C)[O-]